ClC12CC(C1)(C2)C2=C(CCCC2)CN2CCN(CC2)C2=CC=C(C(=O)NS(=O)(=O)C1=CC(=C(C=C1)NCC1CCOCC1)[N+](=O)[O-])C=C2 4-(4-((2-(3-chlorobicyclo[1.1.1]pentan-1-yl)cyclohex-1-en-1-yl)methyl)piperazin-1-yl)-N-((3-nitro-4-(((tetrahydro-2H-pyran-4-yl)methyl)amino)phenyl)sulfonyl)benzamide